O=C1NC(CCC1N1C(C2=CC=C(C=C2C1)NC(CNC([O-])=O)=O)=O)=O (2-((2-(2,6-dioxopiperidin-3-yl)-1-oxoisoindoline-5-yl)amino)-2-oxoethyl)carbamate